C(OCOC=1N=NC(=CC1C(C)C)OC1=C(C=C(C=C1Cl)N1N=C(C(NC1=O)=O)C#N)Cl)(OC(C)C)=O ((6-(2,6-dichloro-4-(6-cyano-3,5-dioxo-4,5-dihydro-1,2,4-triazin-2(3H)-yl)phenoxy)-4-isopropylpyridazin-3-yl)oxy)methyl isopropyl carbonate